Tert-Butyl 3-((R)-3-amino-5-fluoro-3,4-dihydro-2H-pyrano[3,2-c]pyridin-7-yl)-3,8-diazabicyclo[3.2.1]octane-8-carboxylate N[C@@H]1CC=2C(=NC(=CC2OC1)N1CC2CCC(C1)N2C(=O)OC(C)(C)C)F